ClC1=C(OCC2CN(C2)C(=O)N2CCN(CC2)C=2OC=3C(=NC(=CC3)Cl)N2)C=CC(=C1)F [3-[(2-chloro-4-fluorophenoxy)methyl]azetidin-1-yl]-[4-(5-chloro-[1,3]oxazolo[4,5-b]pyridin-2-yl)piperazin-1-yl]methanone